7-phenylnaphthol C1(=CC=CC=C1)C1=CC=C2C=CC=C(C2=C1)O